COC1=CC(=CC2=CN(N=C12)C)C1=CC(=C(C=C1)B1OC(C(O1)(C)C)(C)C)OCOC 7-methoxy-5-[3-(methoxymethoxy)-4-(4,4,5,5-tetramethyl-1,3,2-dioxaborolan-2-yl)phenyl]-2-methyl-2H-indazole